FC1=CC=C(C=C1)C1=NN(C=C1C=1C2=C(N=CN1)OC(=C2)C2=CC=CC=C2)C2CC(C2)OCC2=CC=CC=C2 3-(4-fluorophenyl)-4-{6-phenylfuro[2,3-d]pyrimidin-4-yl}-1-[(1r,3r)-3-(benzyloxy)cyclobutyl]pyrazole